ClC=1C=C(C=C2C(=NC(N(C12)C)=O)SC)C(F)(F)F 8-Chloro-1-methyl-4-methylsulfanyl-6-(trifluoromethyl)-quinazolin-2-one